tertiary butoxycarbonyl-methylenetriphenylphosphorane Benzyl-(2S,5S)-2-(3-fluorobenzoyl)-5-propylpyrrolidine-1-carboxylate C(C1=CC=CC=C1)OC(=O)N1[C@@H](CC[C@@H]1CCC)C(C1=CC(=CC=C1)F)=O.C(C)(C)(C)OC(=O)C=P(C1=CC=CC=C1)(C1=CC=CC=C1)C1=CC=CC=C1